C1(CC1)S(=O)(=O)NC1=NC(=CC(=N1)C(C(=O)NC1=C(C=C(C=C1)C1=NC(=CN=C1)OCC)F)(C)C)C 2-(2-(cyclopropanesulfonylamino)-6-methylpyrimidin-4-yl)-N-(4-(6-ethoxypyrazin-2-yl)-2-fluorophenyl)-2-methylpropanamide